C1(=CC=CC=C1)O.C1(=CC=CC=C1)P(C1=CC=CC=C1)(C1=CC=CC=C1)C1=CC=CC=C1 tetraphenylphosphine phenol salt